1H-benzo[d][1,2,3]triazole-1-acetic acid N1(N=NC2=C1C=CC=C2)CC(=O)O